C(C1=CC=CC=C1)(=O)C=1CCCN(C1)C(=O)O (S)-5-benzoyl-2,3-dihydro-1H-pyridine-1-carboxylic acid